3,8,9-trimethyldecan-2-ol CC(C(C)O)CCCCC(C(C)C)C